tert-Butyl (1S,5S)-3,8-diazabicyclo[3.2.1]octane-8-carboxylate [C@@H]12CNC[C@H](CC1)N2C(=O)OC(C)(C)C